FC1=C(C=CC(=C1)F)C1=C(C=CC=C1)C=1N=C2N(C=CC(=C2)C(=O)OC)C1 methyl 2-(2',4'-difluoro-[1,1'-biphenyl]-2-yl)imidazo[1,2-a]pyridine-7-carboxylate